3-[4-(1H-pyrrolo[2,3-b]pyridin-4-yl)-1H-pyrazol-1-yl]butanenitrile trifluoroacetate salt FC(C(=O)O)(F)F.N1C=CC=2C1=NC=CC2C=2C=NN(C2)C(CC#N)C